COC1=CC=C(C=N1)C1=NC(=NC(=C1)N1N=CC=C1)SC 4-(6-methoxypyridin-3-yl)-2-(methylthio)-6-(1H-pyrazol-1-yl)pyrimidine